methyl-6-bromohexanoyl-tryptophan CN([C@@H](CC1=CNC2=CC=CC=C12)C(=O)O)C(CCCCCBr)=O